Cl.NC1=CC=C(C=C1)C=1NC(=C(N1)C1=CC=C(C=C1)N)C1=CC=C(C=C1)N 2,4,5-tris(4-aminophenyl)-1H-imidazole hydrochloride salt